methyl (R)-5-(4-(1-aminoethyl)quinolin-2-yl)-1H-pyrrole-3-carboxylate N[C@H](C)C1=CC(=NC2=CC=CC=C12)C1=CC(=CN1)C(=O)OC